2-Fluoro-5-[[(1S)-1-(hexadecoxymethyl)-2-hydroxy-ethoxy]methyl]benzonitrile FC1=C(C#N)C=C(C=C1)CO[C@@H](CO)COCCCCCCCCCCCCCCCC